C[C@H]1CCOC2=CC(=CC=C12)N1CCNCC1 (3S,4S)-4-methyl-7-(piperazin-1-yl)chroman